O1COC2=C1C=CC(=C2)C2=NC=C(C=C2N2CC1(C2)OCC(C1)C(=O)O)CCCOC 2-(2-(benzo[d][1,3]dioxol-5-yl)-5-(3-methoxypropyl)pyridin-3-yl)-5-oxa-2-azaspiro[3.4]octane-7-carboxylic acid